N[C@H](C(=O)OCC(CO)OCN1C=2N=C(NC(C2N=C1)=O)N)C(C)C [2-[(2-amino-6-oxo-1H-purin-9-yl)methoxy]-3-hydroxypropyl] (2S)-2-amino-3-methylbutanoate